1-methyl-3-vinyl-1H-pyrazole CN1N=C(C=C1)C=C